BrC=1C(=NN(C1)C=1C=CC(=C(C1)NC(C=C)=O)F)[N+](=O)[O-] N-(5-(4-bromo-3-nitro-1H-pyrazol-1-yl)-2-fluorophenyl)acrylamide